6-(2,4-dimethoxypyrimidin-5-yl)-N-methyl-4-(1H-pyrazol-1-yl)pyridazin-3-amine COC1=NC=C(C(=N1)OC)C1=CC(=C(N=N1)NC)N1N=CC=C1